5-((1-(6-((S)-3-(2-Hydroxypropan-2-yl)pyrrolidin-1-yl)pyrimidin-4-yl)-1H-indazol-6-yl)oxy)-5,6,7,8-tetrahydronaphthalene-1-carbonitrile OC(C)(C)[C@@H]1CN(CC1)C1=CC(=NC=N1)N1N=CC2=CC=C(C=C12)OC1C=2C=CC=C(C2CCC1)C#N